(2R,4aS,4bR,6aS,7R,7aS,8aR,8bR,8cR,10aS)-2-(methoxymethyl)-6a-methyl-7-((S)-1-(5-methyl-2H-tetrazol-2-yl)propan-2-yl)octadecahydrocyclopropa[4,5]cyclopenta[1,2-a]phenanthren-2-ol COC[C@]1(CC[C@@H]2[C@H]3CC[C@]4([C@H]([C@@H]3CC[C@H]2C1)[C@H]1[C@@H]([C@@H]4[C@@H](CN4N=C(N=N4)C)C)C1)C)O